C(C)N(CC(=O)NC1=CC=C(C=C1)OC1CC(C1)N1CCCCC1)CC 2-(diethylamino)-N-(4-(3-(piperidin-1-yl)cyclobutoxy)phenyl)acetamide